C(=O)(OCC1C2=CC=CC=C2C2=CC=CC=C12)N[C@H](CC(C)C)C(=O)O FMOC-d-Leucine